(1R,3S,5R)-2-(2-(3-acetyl-5-(2-methylpyrimidin-5-yl)-1H-indazol-1-yl)acetyl)-N-(6-bromo-3-(methoxymethyl)pyridin-2-yl)-5-((dimethylamino)methyl)-2-azabicyclo[3.1.0]hexane-3-carboxamide C(C)(=O)C1=NN(C2=CC=C(C=C12)C=1C=NC(=NC1)C)CC(=O)N1[C@@H]2C[C@@]2(C[C@H]1C(=O)NC1=NC(=CC=C1COC)Br)CN(C)C